3-(2-chloro-6-cyano-4-(2-(4-((2-(methylsulfonamido)pyrimidin-4-yl)methoxy)phenyl)propan-2-yl)phenoxy)-2,2-difluoropropyl (2-(2,6-dioxopiperidin-3-yl)-1,3-dioxoisoindolin-5-yl)carbamate O=C1NC(CCC1N1C(C2=CC=C(C=C2C1=O)NC(OCC(COC1=C(C=C(C=C1C#N)C(C)(C)C1=CC=C(C=C1)OCC1=NC(=NC=C1)NS(=O)(=O)C)Cl)(F)F)=O)=O)=O